C(C=CCC(=O)[O-])(=O)[O-].[Li+].[Li+] lithium pentenedioate